3-(methyl)amino-2,2-dimethylpropane-1-ol dibenzoate C(C1=CC=CC=C1)(=O)O.C(C1=CC=CC=C1)(=O)O.CNCC(CO)(C)C